8-((2R,5S)-2-((difluoromethoxy)methyl)-5-methylmorpholino)-3-(5-(difluoromethyl)-1,3,4-oxadiazol-2-yl)-N-(3-methyloxetan-3-yl)imidazo[1,5-a]pyridine-6-sulfonamide FC(OC[C@@H]1OC[C@@H](N(C1)C=1C=2N(C=C(C1)S(=O)(=O)NC1(COC1)C)C(=NC2)C=2OC(=NN2)C(F)F)C)F